CN1N=CC=C1C(=O)NC(C(NC1=CC=C2C(=C1)NC(C21CCOCC1)=O)=O)=C(C)C=1N(C=CC1)C 2-Methyl-N-{3-(1-methylpyrrol-2-yl)-1-oxo-1-[(2-oxospiro[1H-indole-3,4'-oxane]-6-yl)amino]-but-2-en-2-yl}pyrazole-3-carboxamide